tert-Butyl 4-{4-[carbamoyl(3-methoxy-3-oxopropyl)amino]-1H-indol-1-yl}piperidine-1-carboxylate tert-Butyl-4-{4-[(3-methoxy-3-oxopropyl)amino]-1H-indol-1-yl}piperidine-1-carboxylate C(C)(C)(C)OC(=O)N1CCC(CC1)N1C=CC2=C(C=CC=C12)NCCC(=O)OC.C(N)(=O)N(C1=C2C=CN(C2=CC=C1)C1CCN(CC1)C(=O)OC(C)(C)C)CCC(=O)OC